tert-butyl 4-[6-[5-(1-methylcyclopropoxy)-2-(2-trimethylsilylethoxymethyl)indazol-3-yl]pyrimidin-4-yl]piperazine-1-carboxylate CC1(CC1)OC1=CC2=C(N(N=C2C=C1)COCC[Si](C)(C)C)C1=CC(=NC=N1)N1CCN(CC1)C(=O)OC(C)(C)C